2-[(2R,3S,4S,5S,6S)-6-(cyclohexoxy)-3,4,5-trihydroxy-tetrahydropyran-2-yl]ethyl-[(2-hydroxyphenyl)methyl]phosphinic acid C1(CCCCC1)O[C@@H]1[C@H]([C@H]([C@@H]([C@H](O1)CCP(O)(=O)CC1=C(C=CC=C1)O)O)O)O